CC[C@H]1C(=O)N([C@@H](C(=O)N[C@H](CC(=O)O[C@H](C[C@H](/C=C(/C[C@@H](C(=O)N1)C)\\C)C)C)C2=CC=C(C=C2)O)CC3=C(NC4=CC=CC=C43)Br)C The molecule is a cyclodepsipeptide isolated from Jaspis splendens. It has a role as an antineoplastic agent, an animal metabolite and a marine metabolite. It is a member of phenols, a cyclodepsipeptide, an organobromine compound and a member of indoles.